(2S,3S)-ethyl 3-((2-bromo-6-(5-cyanothiophen-2-yl)-5-fluoropyrimidin-4-yl)amino)bicyclo[2.2.2]octane-2-carboxylate BrC1=NC(=C(C(=N1)N[C@@H]1[C@H](C2CCC1CC2)C(=O)OCC)F)C=2SC(=CC2)C#N